(4'-(dimethylamino)-[1,1'-biphenyl]-4-yl)methylcyclohexanesulfonamide CN(C1=CC=C(C=C1)C1=CC=C(C=C1)CC1(CCCCC1)S(=O)(=O)N)C